1-((3,3-difluorocyclopentyl)methyl)-3-(1,1-difluoroethyl)-4-methoxy-1H-pyrazole FC1(CC(CC1)CN1N=C(C(=C1)OC)C(C)(F)F)F